2-(5-chloro-6-(1,1-difluoroethyl)pyridin-3-yl)-N-(1-(1-(2,2,2-trifluoroethyl)-1H-pyrazolo[3,4-c]pyridin-5-yl)ethyl)acetamide ClC=1C=C(C=NC1C(C)(F)F)CC(=O)NC(C)C=1C=C2C(=CN1)N(N=C2)CC(F)(F)F